tert-butyl (2S)-2-[6-(5-methyl-1H-pyrazol-4-yl)-4-oxo-3,4-dihydrothieno[3,2-d]pyrimidin-2-yl]piperidine-1-carboxylate CC1=C(C=NN1)C1=CC=2N=C(NC(C2S1)=O)[C@H]1N(CCCC1)C(=O)OC(C)(C)C